BrC1=CC=C(C=C1)C=CC(=COC1=CC2=CC=CC=C2C=C1)SC#N 2-((4-(4-bromophenyl)-2-thiocyanobutan-1,3-dien-1-yl)oxy)naphthalene